(R)-2-((5-fluoro-2-methoxyphenyl)(1H-indol-2-yl)methyl)isoindolin-1-one FC=1C=CC(=C(C1)[C@@H](N1C(C2=CC=CC=C2C1)=O)C=1NC2=CC=CC=C2C1)OC